4-(5-amino-3-tert-butyl-pyrazol-1-yl)-N,N-dimethyl-benzamide NC1=CC(=NN1C1=CC=C(C(=O)N(C)C)C=C1)C(C)(C)C